N1C=CC(C=C1)=O 4(1H)-pyridone